N1(C=NC=C1)C1=C(C(=O)O)C=C(C(=C1)C(=O)O)N1C=NC=C1 2,5-bis(1H-imidazole-1-yl)terephthalic acid